FC1(CN(CCC1)CCCCC(=O)N)F 5-(3,3-difluoropiperidin-1-yl)pentanamid